C(C(C)C)OC1=CC(=NN1)NC1=NC(=CN=C1)OC1CCN(CC1)C N-(5-isobutoxy-1H-pyrazol-3-yl)-6-((1-methylpiperidin-4-yl)oxy)pyrazin-2-amine